CC1=C(C(=CC(=C1)CC(C)(C)C)C)C1=CC=2C(=C(N=CC2)C2=CC3=CC=CC=C3C(=C2)C(C)C)S1 2-(2,6-dimethyl-4-neopentylphenyl)-7-(4-isopropylnaphthalen-2-yl)thieno[2,3-c]pyridine